ClC=1C=C(OC2C(C(C2(C)C)NC(C2=CN=C(C=C2)N2CCN(CC2)CCCCCOC=2C=C3C(N(C(C3=CC2)=O)C2=C(C=C(C=C2)F)F)=O)=O)(C)C)C=CC1C#N rac-N-((1r,3r)-3-(3-chloro-4-cyanophenoxy)-2,2,4,4-tetramethylcyclobutyl)-6-(4-(5-((2-(2,4-difluorophenyl)-1,3-dioxoisoindolin-5-yl)oxy)pentyl)piperazin-1-yl)nicotinamide